FC1=C(C(=CC=2CC[C@@H](CC12)NCCC(C(F)(F)F)(C)C)O)N1CC(NS1(=O)=O)=O 5-{(7S)-1-fluoro-3-hydroxy-7-[(4,4,4-trifluoro-3,3-dimethylbutyl)amino]-5,6,7,8-tetrahydronaphthalen-2-yl}-1λ6,2,5-thiadiazolidine-1,1,3-trione